C(C)OC(\C=C(\N(CC1=CC=CC=C1)CC1=CC=CC=C1)/C1=CC=C(C=C1)OC)=O (E)-3-(4-methoxyphenyl)-3-(dibenzylamino)acrylic acid ethyl ester